N-(4-(3-(((1s,3s)-3-Aminocyclobutyl)amino)-6-(pyrazolo[1,5-a]pyrimidin-3-yl)-1H-pyrazolo[4,3-c]pyridin-1-yl)-3-methoxyphenyl)cyclopropanesulfonamide NC1CC(C1)NC1=NN(C2=C1C=NC(=C2)C=2C=NN1C2N=CC=C1)C1=C(C=C(C=C1)NS(=O)(=O)C1CC1)OC